vinylsulfone hydrochloride Cl.C(=C)S(=O)(=O)C=C